(S)-N-(5-methyl-7-(3-methyl-3-(4-methylpiperazin-1-yl)but-1-yn-1-yl)-4-oxo-2,3,4,5-tetrahydrobenzo[b][1,4]oxazepin-3-yl)-4-phenoxypyridineamide CN1C2=C(OC[C@@H](C1=O)NC(=O)C1=NC=CC(=C1)OC1=CC=CC=C1)C=CC(=C2)C#CC(C)(N2CCN(CC2)C)C